C1(CCCC1)CNC(C1=C(C=CC(=C1)[N+](=O)[O-])N1CCN(CC1)C)=O N-(cyclopentylmethyl)-2-(4-methylpiperazin-1-yl)-5-nitrobenzamide